(1s,2s,5R)-1-hydroxy-N-((2R)-1-hydroxy-3-phenylpropan-2-yl)-2-isopropyl-5-methylcyclohexane-1-carboxamide O[C@@]1([C@@H](CC[C@H](C1)C)C(C)C)C(=O)N[C@@H](CO)CC1=CC=CC=C1